trans-N-phenyl-4-{[(7-trifluoromethylquinolin-4-yl)amino]methyl}cyclohexane-1-carboxamide C1(=CC=CC=C1)NC(=O)[C@@H]1CC[C@H](CC1)CNC1=CC=NC2=CC(=CC=C12)C(F)(F)F